(1R)-6-chloro-N-[2,4-difluoro-3-(7-fluoro-2-{[1-(2-methoxyethyl)piperidin-4-yl]amino}quinazolin-6-yl)phenyl]-1-hydroxy-2,3-dihydro-1H-indene-4-sulfonamide ClC=1C=C(C=2CC[C@H](C2C1)O)S(=O)(=O)NC1=C(C(=C(C=C1)F)C=1C=C2C=NC(=NC2=CC1F)NC1CCN(CC1)CCOC)F